ClC=1C(=C2C=NNC2=CC1C)C=1C(=NN(C1C)C1CC2(CNC2)C1)N1C2(CCC2)CN(CC1)C1COC1 5-(4-(5-chloro-6-methyl-1H-indazol-4-yl)-5-methyl-1-(2-azaspiro[3.3]heptan-6-yl)-1H-pyrazol-3-yl)-8-(oxetan-3-yl)-5,8-diazaspiro[3.5]nonane